O1C(CCC1)=O 3,4-dihydrofuran-2(5H)-one